C(C)C1=C(CN2C[C@H](CC2)C(=O)O)C=CC(=C1)/C(/C)=N/OCC1=CC=C(C=C1)C1=C(C(=C(C=C1)F)F)F (S,E)-1-(2-ethyl-4-(1-(((2',3',4'-trifluoro-[1,1'-biphenyl]-4-yl)methoxy)imino)ethyl)benzyl)pyrrolidine-3-carboxylic acid